ClC1=C2C=3C(=NC(=NC3C=C1B(O)O)OC[C@]13CCCN3C[C@@H](C1)F)N(CCO2)CC=2C=NN(C2)C(C2=CC=CC=C2)(C2=CC=CC=C2)C2=CC=CC=C2 (8-chloro-2-(((2R,7aS)-2-fluorotetrahydro-1H-pyrrolizin-7a(5H)-yl)methoxy)-4-((1-trityl-1H-pyrazol-4-yl)methyl)-5,6-dihydro-4H-[1,4]oxazepino[5,6,7-de]quinazolin-9-yl)boronic acid